CC=1C=C(C=C(C1)C)P(C(C)(C)C)C1=CC(=CC(=C1)C)C bis(3,5-dimethylphenyl)tert-butylphosphine